NC1=C(C(N(C(N1CCCCP(OCC)(OCC)=O)=O)CC#C)=O)NC(CCC1=CC=C(C=C1)OC)=O Diethyl (4-(6-amino-5-(3-(4-methoxyphenyl)propanamido)-2,4-dioxo-3-(prop-2-yn-1-yl)-3,4-dihydropyrimidin-1(2H)-yl)butyl)phosphonate